N-((2-fluoro-4-(4,4,5,5-tetramethyl-1,3,2-dioxaborolan-2-yl)phenyl)sulfonyl)-5-methylfuran-2-carboxamide FC1=C(C=CC(=C1)B1OC(C(O1)(C)C)(C)C)S(=O)(=O)NC(=O)C=1OC(=CC1)C